Cl.COC=1C=C(C=C(C1)OC)C#CC1=NN(C(=C1C(=O)N)NC)[C@@H]1CNCC1 (S)-3-((3,5-Dimethoxyphenyl)ethynyl)-5-(methylamino)-1-(pyrrolidin-3-yl)-1H-pyrazole-4-carboxamide hydrochloride